(1R,4S)-4-(2-(1-((S)-2-(1,3,4-oxadiazol-2-yl)-5-oxa-2-azaspiro[3.4]oct-7-yl)piperidin-4-yl)-4-fluorophenyl)cyclohexan-1-ol O1C(=NN=C1)N1CC2(C1)OC[C@H](C2)N2CCC(CC2)C2=C(C=CC(=C2)F)C2CCC(CC2)O